2-nitro-4-(trifluoromethyl)benzaldehyde [N+](=O)([O-])C1=C(C=O)C=CC(=C1)C(F)(F)F